CC(C#C)NC(=O)[C@H]1CN(CC[C@@H]1NC(=O)C1=NOC(=C1)C1=C(C=C(C=C1)F)F)C1CCCC1 (3S,4S)-1-cyclopentyl-4-{[5-(2,4-difluoro-phenyl)-isoxazole-3-carbonyl]-amino}-piperidine-3-carboxylic acid (1-methyl-prop-2-ynyl)-amide